N-(4-cyano-1-(7-(8-ethynyl-7-fluoronaphthalen-1-yl)-8-fluoro-2-((tetrahydro-1H-pyrrolizin-7a(5H)-yl)methoxy)pyrido[4,3-d]pyrimidin-4-yl)-4-methylazepan-3-yl)-N-methylacrylamide C(#N)C1(C(CN(CCC1)C=1C2=C(N=C(N1)OCC13CCCN3CCC1)C(=C(N=C2)C2=CC=CC1=CC=C(C(=C21)C#C)F)F)N(C(C=C)=O)C)C